COC1=CC(=C(C=C1NC1=NC=NC(=C1)NC1=C(C=CC=C1)C1=NN(C=C1)C)NC(C=C)=O)N1CCN(CC1)C N-(4-methoxy-5-((6-((2-(1-methyl-1H-pyrazol-3-yl)phenyl)amino)pyrimidin-4-yl)amino)-2-(4-Methylpiperazin-1-yl)phenyl)acrylamide